(3-(bromomethyl)-1-toluenesulfonylazetidin-3-yl)methanol BrCC1(CN(C1)S(=O)(=O)CC1=CC=CC=C1)CO